iron tri-bipyridine N1=C(C=CC=C1)C1=NC=CC=C1.N1=C(C=CC=C1)C1=NC=CC=C1.N1=C(C=CC=C1)C1=NC=CC=C1.[Fe]